S.[Na] sodium hydrogensulfide